2-(difluoromethyl)-4-fluorophenylacetate FC(C1=C(C=CC(=C1)F)CC(=O)[O-])F